6-fluoro-2-[4-(2-pyridinyl)-3-butyn-1-yl]imidazo[1,2-a]pyridine FC=1C=CC=2N(C1)C=C(N2)CCC#CC2=NC=CC=C2